C1=CC=CC2=[NH+]C3=CC=CC=C3N=C12 Phenazinium